tert-butyl (3S,4R)-3-[5-fluoro-2-[4-(1,2,3,4-tetrahydroisoquinolin-6-yl)thieno[2,3-d]pyridazin-7-yl]phenoxy]-4-methoxy-pyrrolidine-1-carboxylate FC=1C=CC(=C(O[C@H]2CN(C[C@H]2OC)C(=O)OC(C)(C)C)C1)C=1N=NC(=C2C1SC=C2)C=2C=C1CCNCC1=CC2